COC1=NC=CC(=N1)N 2-methoxypyrimidin-4-amine